2-((5-nitropyridin-2-yl)disulfaneyl)ethyl ((2,6-dioxo-3-(1-oxoisoindolin-2-yl)piperidin-1-yl)methyl)carbamate O=C1N(C(CCC1N1C(C2=CC=CC=C2C1)=O)=O)CNC(OCCSSC1=NC=C(C=C1)[N+](=O)[O-])=O